5-methoxy-N-(4-methoxybenzo[d]isoxazol-3-yl)quinoline-8-sulfonamide COC1=C2C=CC=NC2=C(C=C1)S(=O)(=O)NC1=NOC2=C1C(=CC=C2)OC